C(C)(=O)OC(C(=O)[O-])C 2-acetoxypropanoate